C[C@@H]1O[C@@H](CN(C1)C1=CC=CC(=N1)C1=NC2=CC(=NC=C2C=C1)C#N)C 2-(6-((2S,6R)-2,6-dimethylmorpholino)pyridin-2-yl)-1,6-naphthyridine-7-carbonitrile